(1r,3r,5s)-3-(6-chloro-1H-indazol-4-yl)bicyclo[3.1.0]hexane-3,6-diol ClC1=CC(=C2C=NNC2=C1)C1(C[C@H]2C([C@H]2C1)O)O